iminomethyl-(5-(trifluoromethyl)pyridin-2-yl)-lambda6-sulfanone N=C[SH2](=O)C1=NC=C(C=C1)C(F)(F)F